The molecule is a sesquiterpenoid primary alcohol, being methanol in which one of the methyl hydrogens is substituted by a 2,5,5,8a-tetramethyl-1,4,4a,5,6,7,8,8a-octahydronaphthalen-1-yl group. It is a sesquiterpenoid, a primary alcohol, a member of octahydronaphthalenes and a homoallylic alcohol. It derives from a hydride of a drimane. CC1=CC[C@@H]2[C@@]([C@H]1CO)(CCCC2(C)C)C